BrCCCCCC bromonormal hexane